C(C)(C)(C)OC(=O)NCC=1C=C(C=CC1)COC=1C=C(C(=NC1)N1CCN(CC1)C(=O)OC(C)(C)C)Cl tert-butyl 4-[5-[[3-[(tert-butoxycarbonylamino)methyl]phenyl]methoxy]-3-chloro-2-pyridyl]piperazine-1-carboxylate